(R)-6-isopropenyl-3-methyl-3,9-decadienyl acetate C(C)(=O)OCCC(=CC[C@@H](CCC=C)C(=C)C)C